N-(4-(4-(5-Cyanopyridin-2-yl)piperazin-1-yl)phenyl)isonicotinamid C(#N)C=1C=CC(=NC1)N1CCN(CC1)C1=CC=C(C=C1)NC(C1=CC=NC=C1)=O